O=C1N(CCN2[C@@H]1CNCC2)C=2N=CN(C2)C2=CC(=CC=C2)OC(F)(F)F (R)-9-Oxo-8-(1-(3-(trifluoromethoxy)phenyl)-1H-imidazol-4-yl)octahydro-2H-pyrazino[1,2-a]pyrazin